5-chloro-N-(3-{8-ethyl-5-fluoro-2-[(1-methylpiperidin-4-yl)amino]quinazolin-6-yl}-2,4-difluorophenyl)-3-hydroxy-2,3-dihydro-1-benzofuran-7-sulfonamide ClC=1C=C(C2=C(C(CO2)O)C1)S(=O)(=O)NC1=C(C(=C(C=C1)F)C=1C(=C2C=NC(=NC2=C(C1)CC)NC1CCN(CC1)C)F)F